(S)-5-(4'-((tert-Butoxycarbonyl)amino)-4'H,6'H-spiro[piperidine-4,5'-pyrrolo[1,2-b]pyrazol]-1-yl)imidazo[1,2-c]pyrimidine-8-thiol sodium [Na].C(C)(C)(C)OC(=O)N[C@H]1C2(CN3N=CC=C31)CCN(CC2)C2=NC=C(C=3N2C=CN3)S